S(=O)(=O)(O)O.NCC=1C=C(CNC(=N)N)C=CC1 1-(3-(aminomethyl)benzyl)guanidine sulfate